Methyl 2-(5-(((2,4-dichlorobenzyl)amino)methyl)pyridin-2-yl)acetate ClC1=C(CNCC=2C=CC(=NC2)CC(=O)OC)C=CC(=C1)Cl